N-(7-(4-((3,9-diazaspiro[5.5]undecan-3-yl)methyl)-2-fluorophenyl)quinolin-4-yl)benzo[d]thiazol-5-amine C1CN(CCC12CCNCC2)CC2=CC(=C(C=C2)C2=CC=C1C(=CC=NC1=C2)NC=2C=CC1=C(N=CS1)C2)F